C1N(CC2=CC=CC=C12)C=1SC2=C(C=C(C=C2C(C1)=O)C)C(C)NC1=C(C(=O)O)C=CC=C1 2-((1-(2-(isoindolin-2-yl)-6-methyl-4-oxo-4H-thiochromen-8-yl)ethyl)amino)benzoic acid